1-ethyl-N-(quinolin-8-yl)-1H-pyrazole-3-sulfonamide C(C)N1N=C(C=C1)S(=O)(=O)NC=1C=CC=C2C=CC=NC12